C(C)OC(CCC(=O)C1=NC(=CC(=C1O)C#N)C1=C(C=C(C=C1)C(F)(F)F)C)=O 4-[4-cyano-3-hydroxy-6-(2-methyl-4-trifluoromethyl-phenyl)-pyridin-2-yl]-4-oxo-butyric acid ethyl ester